(R)-(4,4-Difluoropiperidin-1-yl)(1-((4-(oxetan-3-ylsulfonyl)phenyl)sulfonyl)piperidin-3-yl)methanone FC1(CCN(CC1)C(=O)[C@H]1CN(CCC1)S(=O)(=O)C1=CC=C(C=C1)S(=O)(=O)C1COC1)F